N-(1-phenylethyl)carbamic acid C1(=CC=CC=C1)C(C)NC(O)=O